N(=[N+]=[N-])[C@H]([C@@H](F)C1=C(C=C(C=C1)Br)F)[C@@H](C)F |&1:14| (±)-1-((1S,2S)-2-azido-1,3-difluorobutyl)-4-bromo-2-fluorobenzene